Cl.COC(=O)C1=CC2=C(C=CC=C2C=C1O[C@@H](CN)CC)F (R)-3-((1-aminobutan-2-yl)oxy)-8-fluoro-2-naphthoic acid methyl ester hydrochloride